C(C)(C)(C)OC(=O)N1CC(O[C@H](C1)C(=O)N1CCN(CC1)C1=NC=C(C=C1)C#N)(C)C (6R)-6-[4-(5-cyano-2-pyridinyl)piperazine-1-carbonyl]-2,2-dimethylmorpholine-4-carboxylic acid tert-butyl ester